ClC1=C(C=CC=C1)C(C)N 1-(2-chlorophenyl)ethan-1-amine